5-chloro-8-((4-fluoro-1-((1R,2R)-2-methoxycyclopropyl)-1H-indol-6-yl)sulfonyl)-3-hydroxyquinazoline-2,4(1H,3H)-dione ClC1=C2C(N(C(NC2=C(C=C1)S(=O)(=O)C1=CC(=C2C=CN(C2=C1)[C@H]1[C@@H](C1)OC)F)=O)O)=O